C(C)OC1=C2C(=NC=NC2=CC(=C1)OCC)NC1=CC=C(C=C1)N N1-(5,7-diethoxyquinazolin-4-yl)benzene-1,4-diamine